N-[(1R)-1-(2-pyridyl)ethyl]-5-[4-(trifluoromethyl)phenoxy]naphthalene-2-carboxamide N1=C(C=CC=C1)[C@@H](C)NC(=O)C1=CC2=CC=CC(=C2C=C1)OC1=CC=C(C=C1)C(F)(F)F